2-(((1-(3-(Dimethylamino)propanoyl)piperidin-4-yl)thio)methyl)-8-methylquinazolin-4(3H)-one CN(CCC(=O)N1CCC(CC1)SCC1=NC2=C(C=CC=C2C(N1)=O)C)C